N1(CCC1)C(=O)C=1C=C2C=CN(C2=CC1)CC(CN1C(C2=CC=CC=C2C1=O)=O)=CF 2-(2-((5-(azetidine-1-carbonyl)-1H-indol-1-yl)methyl)-3-fluoroallyl)isoindoline-1,3-dione